C1(=CC=CC=C1)N1CCN(CC1)C(=O)C12CC(C1)(C2)C(=O)O 3-(4-phenylpiperazine-1-carbonyl)bicyclo[1.1.1]pentane-1-carboxylic acid